C(C)(C)C=1C=CC(=NC1N1[C@H](CCC1)C)C(=O)NC1=CC(=C(C(=O)O)C=C1)C (S)-4-(5-Isopropyl-6-(2-methylpyrrolidin-1-yl)picolinamido)-2-methylbenzoic acid